2,5-dioxopyrrolidin-1-yl 2-methyloxetane-2-carboxylate CC1(OCC1)C(=O)ON1C(CCC1=O)=O